OCC(CC(=O)NC1CCC(CC1)C#N)N1CCOC2(CCN(C2)C2=CC=C(C=C2)OC(F)(F)F)C1 4-Hydroxy-N-[(1r,4r)-4-cyanocyclohexyl]-3-{2-[4-(trifluoromethoxy)phenyl]-6-oxa-2,9-diazaspiro[4.5]decan-9-yl}butanamid